6-(4-amino-4-cyclopropylpiperidin-1-yl)-3-(3,4-dichloro-2-methyl-2H-indazole-5-yl)-1H-pyrazolo[3,4-d]pyrimidine-4-carboxamide NC1(CCN(CC1)C1=NC(=C2C(=N1)NN=C2C2=C(C1=C(N(N=C1C=C2)C)Cl)Cl)C(=O)N)C2CC2